C1(=C2N(C=N1)CCC2)C(C(NC=2SC=CN2)=O)N2N=C1C=C(C=C(C1=C2)F)C2=CC=C(C=C2)N2CC1(CN(C1)C(=O)OC(C)(C)C)C2 tert-butyl 6-[4-[2-[1-(6,7-dihydro-5H-pyrrolo[1,2-c]imidazol-1-yl)-2-oxo-2-(thiazol-2-ylamino)ethyl]-4-fluoro-indazol-6-yl]phenyl]-2,6-diazaspiro[3.3]heptane-2-carboxylate